7-(phenylsulfonyl)pyrido[3,4-d]pyridazin-4(3H)-one C1(=CC=CC=C1)S(=O)(=O)C1=CC2=C(C(NN=C2)=O)C=N1